FC1=C(C=CC(=C1)[C@@H](C(=O)C=1C(=NC(=CC1)C(F)(F)F)N1CCC(CC1)C)C)NS(=O)(=O)C (S)-N-(2-fluoro-4-(1-(2-(4-methylpiperidin-1-yl)-6-(trifluoromethyl)pyridine-3-yl)-1-oxopropane-2-yl)phenyl)methanesulfonamide